2,4-di(9'H-[9,3':6',9''-tercarbazol]-9'-yl)-5-(2,6-diphenylpyridin-4-yl)benzonitrile C1=CC=CC=2C3=CC=CC=C3N(C12)C=1C=CC=2N(C3=CC=C(C=C3C2C1)N1C2=CC=CC=C2C=2C=CC=CC12)C1=C(C#N)C=C(C(=C1)N1C2=CC=C(C=C2C=2C=C(C=CC12)N1C2=CC=CC=C2C=2C=CC=CC12)N1C2=CC=CC=C2C=2C=CC=CC12)C1=CC(=NC(=C1)C1=CC=CC=C1)C1=CC=CC=C1